3-[4-[4-methyl-2-(pyrrolidine-1-carbonyl)phenyl]azetidine-1-carbonyl]pyrrolidine-3-carboxamide CC1=CC(=C(C=C1)C1CCN1C(=O)C1(CNCC1)C(=O)N)C(=O)N1CCCC1